NC=1SC2=C(N1)C=CC=C2C2=NC=CC(=N2)N(S(=O)(=O)C)C N-(2-(2-aminobenzo[d]thiazol-7-yl)pyrimidin-4-yl)-N-methylmethanesulfonamide